N-((3S,10R,13S)-10,13-dimethyl-17-(pyridin-3-yl)-2,3,4,7,8,9,10,11,12,13,14,15-dodecahydro-1H-cyclopenta[a]phenanthren-3-yl)cyclopropane-1-sulfonamide C[C@]12C3CC[C@@]4(C(=CCC4C3CC=C2C[C@H](CC1)NS(=O)(=O)C1CC1)C=1C=NC=CC1)C